cyclopentyl(4-(4-((trans-4-hydroxycyclohexyl)amino)-2-((3-methoxyphenyl)amino)pyrimidin-5-yl)piperidin-1-yl)methanone C1(CCCC1)C(=O)N1CCC(CC1)C=1C(=NC(=NC1)NC1=CC(=CC=C1)OC)N[C@@H]1CC[C@H](CC1)O